2-(azidomethyl)-6-methoxypyridine N(=[N+]=[N-])CC1=NC(=CC=C1)OC